CNC1=C(C(C1=O)=O)NCCCN(CCCCCCCC(=O)OC(CCCCCCC)CCCCCCC)CCCCCCCC(OCCC(CCC)CCC)=O Pentadecan-8-yl 8-((3-((2-(methylamino)-3,4-dioxocyclobut-1-en-1-yl)amino)propyl)(8-oxo-8-((3-propylhexyl)oxy)octyl)amino)octanoate